8-bromo-N-(1H-indol-3-yl)-3,4-dihydroisoquinoline-2(1H)-carboxamide BrC=1C=CC=C2CCN(CC12)C(=O)NC1=CNC2=CC=CC=C12